(1R,2S)-2-[1-(tert-butoxycarbonyl)-3-[(1-methylpyrazol-4-yl)amino]indazol-6-yl]-5'-methoxy-2'-oxospiro[cyclopropane-1,3'-indole]-1'-carboxylic acid tert-butyl ester C(C)(C)(C)OC(=O)N1C([C@@]2(C3=CC(=CC=C13)OC)[C@@H](C2)C2=CC=C1C(=NN(C1=C2)C(=O)OC(C)(C)C)NC=2C=NN(C2)C)=O